ClC=1C=C(C=CC1)C(=O)N1CC2(CC(N3N=C(C=C32)C=3C=NC2=CC=CC=C2C3)C)C1 (3-chlorophenyl)[6'-methyl-2'-(quinolin-3-yl)-5',6'-dihydrospiro[azetidine-3,4'-pyrrolo[1,2-b]pyrazol]-1-yl]methanone